2-Ethyl-2-((5Z,8Z,11Z,14Z,17Z)-icosa-5,8,11,14,17-pentaen-1-yloxy)butanoic acid C(C)C(C(=O)O)(CC)OCCCC\C=C/C\C=C/C\C=C/C\C=C/C\C=C/CC